3-[1-{3-[(methylsulfamoyl)amino]phenyl}ethyl]-2-oxo-3,4-dihydro-2H-1,3-benzoxazin-7-yl N,N-dimethylcarbamate CN(C(OC1=CC2=C(CN(C(O2)=O)C(C)C2=CC(=CC=C2)NS(NC)(=O)=O)C=C1)=O)C